4-(3,4-difluorophenoxy)-3-(2,3-dihydropyrazolo[5,1-b]oxazol-7-yl)-N-methylbenzenesulfonamide FC=1C=C(OC2=C(C=C(C=C2)S(=O)(=O)NC)C=2C=NN3C2OCC3)C=CC1F